methyl 3-(9-((4-(((tert-butoxycarbonyl)amino)methyl)-3-fluorophenyl)carbamoyl)-4,5-dihydrobenzo[b]thieno[2,3-d]oxepin-8-yl)-6-(propylcarbamoyl)picolinate C(C)(C)(C)OC(=O)NCC1=C(C=C(C=C1)NC(=O)C1=CC2=C(OCCC3=C2SC=C3)C=C1C=1C(=NC(=CC1)C(NCCC)=O)C(=O)OC)F